FC1=C(C=CC=C1CC=1C(OC2=CC(=CC=C2C1C)OC1=NC=CC=C1F)=O)NS(=O)(=O)C1CCC1 N-[2-fluoro-3-[[7-[(3-fluoro-2-pyridinyl)oxy]-4-methyl-2-oxo-chromen-3-yl]methyl]phenyl]cyclobutanesulfonamide